C(C)(=O)ON=C(C1=CC(=CC=C1)CC(C=1SC2=C(N1)C=CC(=C2)OC)NS(=O)(=O)C2=CC(=CC=C2)C(N)=O)N [[amino-[3-[2-[(3-carbamoylphenyl)sulfonylamino]-2-(6-methoxy-1,3-benzothiazol-2-yl)ethyl]phenyl]methylene]amino] acetate